((trifluoromethyl)sulfonyl)-λ1-oxidane, 1-((4-(tert-butoxycarbonyl)piperazin-1-yl)sulfonyl)-3-methyl-1H-imidazol-3-ium salt C(C)(C)(C)OC(=O)N1CCN(CC1)S(=O)(=O)N1C=[N+](C=C1)C.FC(S(=O)(=O)[O])(F)F